N-[3-(1H-1,3-benzodiazol-5-yl)-1-[[2-(trimethylsilyl)ethoxy]methyl]pyrrolo[2,3-b]pyridin-6-yl]cyclopropanecarboxamide N1C=NC2=C1C=CC(=C2)C2=CN(C1=NC(=CC=C12)NC(=O)C1CC1)COCC[Si](C)(C)C